C(C1=CC=CC=C1)C1=NOC(=N1)CCC1=CNC2=CC=CC=C12 (S)-1-(3-benzyl-1,2,4-oxadiazol-5-yl)-2-(1H-indol-3-yl)ethane